2-(2,6-dioxopiperidin-3-yl)-N-(4-(2-hydroxyethoxy)pyrimidin-2-yl)-1-oxoisoindoline-5-carboxamide O=C1NC(CCC1N1C(C2=CC=C(C=C2C1)C(=O)NC1=NC=CC(=N1)OCCO)=O)=O